N-methyl-N-(2-methyl-1-((3-(trifluoromethyl)phenyl)amino)-2,3-dihydro-1H-inden-5-yl)acrylamide CN(C(C=C)=O)C=1C=C2CC(C(C2=CC1)NC1=CC(=CC=C1)C(F)(F)F)C